(2-(6-chloro-1-cyclopropoxy-2,7-naphthyridin-4-yl)propan-2-yl)glycine methyl ester COC(CNC(C)(C)C1=CN=C(C2=CN=C(C=C12)Cl)OC1CC1)=O